[I-].OC(C[N+](CCO/N=C/CCCCCCC\C=C/CCCCCCCC)(CCO/N=C/CCCCCCC\C=C/CCCCCCCC)C)CO 2,3-dihydroxy-N-methyl-N,N-bis(2-((((1E,9Z)-octadec-9-en-1-ylidene)amino)oxy)ethyl)propan-1-aminium iodide